C(C)(C)(C)OC(=O)N1C(C(OCC1)C)C1=CC(=NC(=C1)C1=NC=NC(=C1)C(NC)=O)Cl.FC(=C(C[Si](C1=CC=CC=C1)(C)C)C1=CC=C(C=C1)C)F (3,3-difluoro-2-(p-tolyl)allyl)dimethyl-(phenyl)silane tert-butyl-3-(2-chloro-6-(6-(methylcarbamoyl)pyrimidin-4-yl)pyridin-4-yl)-2-methylmorpholine-4-carboxylate